N-[2-[2-chloro-4-(trifluoromethyl)phenoxy]phenyl]-3-difluoromethyl-5-fluoro-1-methylpyrazole-4-carboxamide ClC1=C(OC2=C(C=CC=C2)NC(=O)C=2C(=NN(C2F)C)C(F)F)C=CC(=C1)C(F)(F)F